8-amino-6-cyclopropyl-2-methyl-4-((1-(2-methyl-3-(trifluoromethyl)phenyl)ethyl)amino)-2,6-dihydropyrido[3,4-d]pyridazine-1,7-dione NC=1C(N(C=C2C(=NN(C(C21)=O)C)NC(C)C2=C(C(=CC=C2)C(F)(F)F)C)C2CC2)=O